(5-(4-chlorophenyl)-1-(2-cyanoacetyl)-1H-pyrazole-3-carbonyl)-N-(3-(trifluoromethyl)phenyl)piperazine-1-carboxamide tert-Butyl-nitroso(1-(trifluoromethyl)cyclopropyl)carbamate C(C)(C)(C)OC(N(C1(CC1)C(F)(F)F)N=O)=O.ClC1=CC=C(C=C1)C1=CC(=NN1C(CC#N)=O)C(=O)C1N(CCNC1)C(=O)NC1=CC(=CC=C1)C(F)(F)F